OC(C(=O)C1=CC=C(CC2=CC=C(C=C2)C(C(C)C)=O)C=C1)(C)C 1-(4-(4-(2-Hydroxy-2-methylpropionyl)benzyl)phenyl)-2-methylpropan-1-one